(E)-4-(2-carboxyethylamino)-4-oxo-but-2-enoic acid C(=O)(O)CCNC(/C=C/C(=O)O)=O